2-ethyl-1-benzofuran C(C)C=1OC2=C(C1)C=CC=C2